3-(3-fluorobenzyl)-6-(4-chlorobenzyl)-1,2,3,4,8,9,10,11-octahydropyrido[3',4':5,6]pyrimido[1,2-a][1,3]diazepin-5(6H)-one FC=1C=C(CN2CC=3C(N(C=4N(CCCCN4)C3CC2)CC2=CC=C(C=C2)Cl)=O)C=CC1